(S)-3-(1-(tert-butyl)-5-(1-(2-(2-(2-(prop-2-yn-1-yloxy)ethoxy)ethoxy)ethyl)-1H-pyrazole-5-carboxamido)-1H-pyrazol-3-yl)cyclopentyl isopropylcarbamate C(C)(C)NC(O[C@@H]1CC(CC1)C1=NN(C(=C1)NC(=O)C1=CC=NN1CCOCCOCCOCC#C)C(C)(C)C)=O